C1(=CC=CC=C1)[C@H]([C@@H](C)NS(=O)(=O)C1=CC=C(C=C1)OC(F)(F)F)NC(OC(C)(C)C)=O tert-butyl ((1R,2R)-1-phenyl-2-((4-(trifluoromethoxy)phenyl)sulfonamido)propyl)carbamate